6-[2-keto-2-[N'-[1-(trifluoromethyl)cyclopropanecarbonyl]hydrazino]ethyl]-2-azaspiro[3.3]heptane-2-carboxylic Acid Tert-Butyl Ester C(C)(C)(C)OC(=O)N1CC2(C1)CC(C2)CC(NNC(=O)C2(CC2)C(F)(F)F)=O